3-(2,4-dichlorophenyl)-5-(2-methyl-3-nitrophenyl)-1,2,4-oxadiazole ClC1=C(C=CC(=C1)Cl)C1=NOC(=N1)C1=C(C(=CC=C1)[N+](=O)[O-])C